Cl.NC/C(/CN1N=CN(C1=O)CC1=CC=C(S1)C1OC2=C(NC1=O)C(=CC=C2)Cl)=C\F [5-[[1-[(E)-2-(aminomethyl)-3-fluoro-allyl]-5-oxo-1,2,4-triazol-4-yl]methyl]-2-thienyl]-5-chloro-4H-1,4-benzoxazin-3-one hydrochloride